NC=1C=C(CCOCC2=C(C=CC(=N2)NC(OC(C)(C)C)=O)F)C=C(C1OC)C1=NN(C=C1)C tert-butyl (6-((3-amino-4-methoxy-5-(1-methyl-1H-pyrazol-3-yl)phenethoxy)methyl)-5-fluoropyridine-2-yl)carbamate